NC=1N=NC(=CC1C=1N=NN(C1)C1CCN(CC1)C1CCC(CC1)C1=CC=CC2=C1OCCN2[C@@H]2C(NC(CC2)=O)=O)C2=C(C=CC=C2)O (S)-3-(8-((1r,4S)-4-(4-(4-(3-amino-6-(2-hydroxyphenyl)pyridazin-4-yl)-1H-1,2,3-triazol-1-yl)piperidin-1-yl)cyclohexyl)-2,3-dihydro-4H-benzo[b][1,4]oxazin-4-yl)piperidine-2,6-dione